[Cl-].C(CCCCC)[N+]1=C(C=CC=C1)CCCC 1-hexyl-2-butylpyridinium chloride